TRIMETHYLOLPROPANE CCC(CO)(CO)CO